2-[[4-[4-(hydroxyethyl)piperidin-1-yl]-6-[4-(dimethylamino)-1-piperidinyl]-2-pyrimidinyl]amino]-4-methyl-5-thiazolecarboxylic acid ethyl ester C(C)OC(=O)C1=C(N=C(S1)NC1=NC(=CC(=N1)N1CCC(CC1)CCO)N1CCC(CC1)N(C)C)C